NC=1C(NC2=C3C=CC=NC3=C(C=C2C1C1=C2C=NN(C2=C(C(=C1)F)F)C1OCCCC1)Br)=O 3-Amino-6-bromo-4-[6,7-difluoro-1-(oxan-2-yl)indazol-4-yl]-1H-1,7-phenanthroline-2-one